O=C1C=2C(N=CN1)=CN(N2)CC(=O)O 2-(7-oxo-6,7-dihydro-2H-pyrazolo[4,3-d]pyrimidin-2-yl)acetic acid